COCCC(C)C (2S)-1-methoxy-3-methylbutan